1-[[4-[2-[(2S)-2-methylazetidin-1-yl]-6,7-dihydro-5H-cyclopenta[d]pyrimidin-4-yl]phenyl]methyl]azetidin-3-ol C[C@@H]1N(CC1)C=1N=C(C2=C(N1)CCC2)C2=CC=C(C=C2)CN2CC(C2)O